C(CCCCCC#C)(=O)OCC ethyl oct-7-ynoate